BrC1=C(C(=CC=C1)C#C)NC(=O)C=1C(=NC(=NC1)NC1=CC(=C(C=C1)C1CCN(CC1)C(=O)OC(C)(C)C)C)OC tert-butyl 4-(4-((5-((2-bromo-6-ethynylphenyl)carbamoyl)-4-methoxypyrimidin-2-yl)amino)-2-methylphenyl)piperidine-1-carboxylate